1-(2-Pyrimidyl)piperazine N1=C(N=CC=C1)N1CCNCC1